2-(9H-fluoren-9-yloxycarbonylamino)propanoic acid C1=CC=CC=2C3=CC=CC=C3C(C12)OC(=O)NC(C(=O)O)C